C(CCCCC)C(C(=O)OCC(COC(C(CCCCCCCC)CCCCCC)=O)COC(CCCCCN1CC(C1)O)=O)CCCCCCCC 2-(((6-(3-hydroxyazetidin-1-yl)hexanoyl)oxy)methyl)propane-1,3-diyl bis(2-hexyldecanoate)